NC1=NC=2C=C(C(=CC2C2=C1[C@H](OC2)C)C(=O)N(C(C)C2=CC1=C(N=C(S1)C)C=C2)C21CC(C2)C1)F (3R)-4-amino-N-(bicyclo[1.1.1]pent-1-yl)-7-fluoro-3-methyl-N-(1-(2-methylbenzo[d]thiazol-6-yl)ethyl)-1,3-dihydrofuro[3,4-c]quinoline-8-carboxamide